BrC=1C=C(C(=C(C#N)C1)Cl)OC1=C(N=CN(C1=O)CC1=C(N=C(NC1=O)C)C)C(F)(F)F 5-bromo-2-chloro-3-((1-((2,4-dimethyl-6-oxo-1,6-dihydropyrimidin-5-yl)methyl)-6-oxo-4-(trifluoromethyl)-1,6-dihydropyrimidin-5-yl)oxy)benzonitrile